4-(3-methoxy-2,6-dimethylphenyl)-1-methyl-pyrrolo[2,3-b]pyridine-6-carboxamide COC=1C(=C(C(=CC1)C)C1=C2C(=NC(=C1)C(=O)N)N(C=C2)C)C